C(N)(=N)C=1C=C(SC1)CNC(=O)[C@H]1N(CC2(CC2)C1)C(CNC(CCCOC1=CC=CC=C1)=O)=O (S)-N-((4-carbamimidoylthiophen-2-yl)methyl)-5-((4-phenoxybutanoyl)glycyl)-5-azaspiro[2.4]heptane-6-carboxamide